5-bromo-4-(5-methylfuran-2-yl)pyrimidin-2-amine BrC=1C(=NC(=NC1)N)C=1OC(=CC1)C